COC=1C=C(C=C2C(CNC(C12)=O)(C)C)C=1N(N=C2C=C(C=C(C12)C#N)C=1C=NN(C1)CCC)C 3-(8-methoxy-4,4-dimethyl-1-oxo-2,3-dihydroisoquinolin-6-yl)-2-methyl-6-(1-propylpyrazol-4-yl)indazole-4-carbonitrile